3-(2,4-dichlorophenoxy)azetidine 4-methylbenzenesulfonate CC1=CC=C(C=C1)S(=O)(=O)O.ClC1=C(OC2CNC2)C=CC(=C1)Cl